BrC1=CC(=CC=2NC(C(OC21)C(C)C)=O)OC 8-bromo-2-isopropyl-6-methoxy-2H-1,4-benzoxazin-3(4H)-one